1-[3-chloro-5-(2-hydroxyethylamino)phenyl]-3-(3-fluoro-2-hydroxymethylphenyl)urea ClC=1C=C(C=C(C1)NCCO)NC(=O)NC1=C(C(=CC=C1)F)CO